acryloxyethyloxetane C(C=C)(=O)OCCC1OCC1